3-(4-(6-aminocaproyl)phenyl)propionic acid NCCCCCC(=O)C1=CC=C(C=C1)CCC(=O)O